methylolpropane monoacrylate C(C=C)(=O)O.C(O)CCC